C1=CC=CC=2C3=CC=CC=C3C(C12)N([C@H](C(=O)O)COC)C(=O)OC (2S)-2-(9H-fluoren-9-yl-methoxycarbonyl-amino)-3-methoxypropanoic acid